salicylic acid ammonium salt [NH4+].C(C=1C(O)=CC=CC1)(=O)[O-]